[Cl-].Cl[Zn]C1=C(C(=C(C=C1)Cl)F)F chloro-(4-chloro-2,3-difluoro-phenyl)zinc chloride